BrC=1C=CC2=C(N(C(=N2)N)C2CCCC2)C1 6-bromo-1-cyclopentyl-1H-benzo[d]imidazol-2-amine